CCC=CC=CCC=CC(=O)[O-].N1C=[NH+]C=C1 Imidazolium nonane-3,5,8-triene-9-carboxylate